C(C)(C)(C)C=1C=CC(=C(C1)C(C)C1=CC=C(C=C1)P(CCCCCCCC)(CCCCCCCC)=O)O (4-(1-(5-(tert-butyl)2-hydroxyphenyl)ethyl)phenyl)dioctylphosphine oxide